N5-[4-(1,1-dimethylethyl)phenyl]-N2,N2-dimethyl-2,5-Pyrimidinediamine CC(C)(C)C1=CC=C(C=C1)NC=1C=NC(=NC1)N(C)C